ClC=1C(=C(CC(C(=O)N)NCCCO)C=CC1)F (3-chloro-2-fluorobenzyl)-2-((3-hydroxypropyl)amino)acetamide